ClC1=CC=C(S1)CNC1=CC(=NN1)C1CNCCC1 N-[(5-Chlorothiophen-2-yl)methyl]-3-(piperidin-3-yl)-1H-pyrazol-5-amin